C(C)OC(=O)C1=C(N=C(S1)N)C 2-amino-4-methyl-1,3-thiazole-5-carboxylic acid ethyl ester